C(C)(C)(C)[Si](OC(COC)C1=CC=C(C=N1)N)(C)C 6-[1-[tert-butyl-(dimethyl)silyl]Oxy-2-methoxy-ethyl]Pyridin-3-amine